FC1=C(C(=C(C(=C1F)F)F)C(F)(F)F)S(=O)(=O)NC 2,3,4,5-tetrafluoro-N-methyl-6-(trifluoromethyl)benzenesulfonamide